(2,3-dimethylcyclopentadienyl)zirconium trichloride [Cl-].[Cl-].[Cl-].CC=1C(C=CC1C)[Zr+3]